ClC1=C(C#N)C=CC(=C1)N1CC2(C[C@H]1C)CCN(CC2)C2=CC=C(C=C2)C(=O)N2CCC2CN2CCN(CC2)C2=CC(=CC=C2)NC2C(NC(CC2)=O)=O 2-Chloro-4-((3R)-8-(4-(4-((4-(3-((2,6-dioxo-piperidin-3-yl)amino)-phenyl)piperazin-1-yl)-methyl)azetidine-1-carbonyl)phenyl)-3-methyl-2,8-diazaspiro-[4.5]decan-2-yl)benzonitrile